Dimethylolamine hydrochloride Cl.C(O)NCO